nickel(II) oleate C(CCCCCCC\C=C/CCCCCCCC)(=O)[O-].[Ni+2].C(CCCCCCC\C=C/CCCCCCCC)(=O)[O-]